NC1CCC(CC1)NC1=CC(=CC(=N1)N1C(C2=CC(=CC(=C2C1)C(F)(F)F)CNC1(CCC1)C)=O)C1(CCC1)CC1=NN=CN1C 2-(6-(((1s,4s)-4-aminocyclohexyl)amino)-4-(1-((4-methyl-4H-1,2,4-triazol-3-yl)methyl)cyclobutyl)pyridin-2-yl)-6-(((1-methylcyclobutyl)amino)methyl)-4-(trifluoromethyl)isoindolin-1-one